3-{4-[2-(2-ethoxyethoxy)ethoxy]phenyl}-2-[4,7,10-tris(2-t-butoxy-2-oxoethyl)-1,4,7,10-tetraazacyclododec-1-yl]propionic acid tert-butyl ester C(C)(C)(C)OC(C(CC1=CC=C(C=C1)OCCOCCOCC)N1CCN(CCN(CCN(CC1)CC(OC(C)(C)C)=O)CC(OC(C)(C)C)=O)CC(=O)OC(C)(C)C)=O